CC1(C2CCC=3[C@@H]4CC[C@H]([C@@H](CCCC(C)C)C)[C@]4(CCC3[C@]2(CC[C@@H]1O)C)C)C 4,4-dimethylcholest-8-en-3β-ol